ClC1=NC=C(C(=O)OC(C)(C)C)C=C1 tert-butyl 6-chloronicotinate